CC1(CCN(CC1)C=1C=CC2=C(SC(=C2)C(=O)OCC)C1)C ethyl 6-(4,4-dimethylpiperidin-1-yl)benzo[b]thiophene-2-carboxylate